FC1=C2C(=C3CN(C(C3=C1)=O)[C@@H]1C(NC(CC1)=O)=O)OCC21CCN(CC1)CC1=CC(=CC=C1)C=1C=NN(C1)C (S)-3-(4-fluoro-1'-(3-(1-methyl-1H-pyrazol-4-yl)benzyl)-6-oxo-6,8-dihydro-2H,7H-spiro[furo[2,3-e]isoindole-3,4'-piperidin]-7-yl)piperidine-2,6-dione